1-carboxyethyl-3-methylimidazole bis(trifluoromethylsulfonyl)imide salt [N-](S(=O)(=O)C(F)(F)F)S(=O)(=O)C(F)(F)F.C(=O)(O)C(C)C1=NC=CN1C